OCCCC1(COCC2=NC(=CC=C21)C(F)(F)F)CC(C)(S(=O)N)C (5-(3-hydroxypropyl)-2-(trifluoromethyl)-5,8-dihydro-6H-pyrano[3,4-b]pyridin-5-yl)-2-methylpropan-2-sulfinamide